3,3-dimethylbicyclo[2.2.1]heptan CC1(CC2CCC1C2)C